ammonia triacetate nickel [Ni+3].C(C)(=O)[O-].C(C)(=O)[O-].C(C)(=O)[O-].N